O1COC=C1 1,3-dioxolene